CN1N=C(N=C1C1=CC(=C(C=C1)C1=CC(=C(C=C1)Cl)Cl)Cl)CN1CCCC1 1-methyl-3-(pyrrolidin-1-ylmethyl)-5-(2,3',4'-trichloro-[1,1'-biphenyl]-4-yl)-1H-1,2,4-triazole